5-[[(2S,3R,4R,5R)-3-(3,4-Difluoro-2-methoxy-phenyl)-4,5-dimethyl-5-(trifluoromethyl)tetrahydrofuran-2-carbonyl]amino]pyridin-3-carboxamid FC=1C(=C(C=CC1F)[C@@H]1[C@H](O[C@]([C@@H]1C)(C(F)(F)F)C)C(=O)NC=1C=C(C=NC1)C(=O)N)OC